C(#N)C=1C=C(C=CC1)COC1=C(C=CC(=N1)C1=C(C#N)C(=CC=C1)C1=CC2=C(OCCO2)C=C1)CN1CC2(C1)COCC2 2-[6-[(3-cyanophenyl)methoxy]-5-(6-oxa-2-azaspiro[3.4]octan-2-ylmethyl)-2-pyridyl]-6-(2,3-dihydro-1,4-benzodioxin-6-yl)benzonitrile